tert-butyl N-[(1S)-2-[(1R,2S,5S)-2-[[(1S)-1-cyano-2-[(3S)-2-oxopyrrolidin-3-yl] ethyl]carbamoyl]-6,6-dimethyl-3-azabicyclo[3.1.0]hexan-3-yl]-1-methyl-2-oxo-ethyl]-N-methyl-carbamate C(#N)[C@H](C[C@H]1C(NCC1)=O)NC(=O)[C@@H]1[C@H]2C([C@H]2CN1C([C@H](C)N(C(OC(C)(C)C)=O)C)=O)(C)C